2-chloropyridine-3-carbonitrile ClC1=NC=CC=C1C#N